bis-(4-aminophenyl)-methane NC1=CC=C(C=C1)CC1=CC=C(C=C1)N